ClC1=NC=NC=C1C1OCCCO1 4-chloro-5-(1,3-dioxan-2-yl)pyrimidine